NC1=NC=CC(=C1I)OC1=C(C=C(C=C1F)NC(=O)C=1C=NN(C1C(F)(F)F)C1=NC=CC=C1)F N-(4-((2-amino-3-iodopyridin-4-yl)oxy)-3,5-difluorophenyl)-1-(pyridin-2-yl)-5-(trifluoromethyl)-1H-pyrazole-4-carboxamide